CC(CC(C(=O)O)CCCCCCCCCC(CCCCCC)O)CC(C(=O)O)CCCCCCCCCC(CCCCCC)O.ClCCCC(=O)N(CC1=C(C=C(C=C1)OC)OC)C1=NNC(=C1)C1CC1 4-chloro-N-(5-cyclopropyl-1H-pyrazol-3-yl)-N-[(2,4-dimethoxyphenyl)methyl]Butyramide 2-Methylpropane-1,3-diyl-bis(12-hydroxyoctadecanoat)